COC=1C=C(C=C(C1)OC(F)(F)F)[C@H]1[C@@H](C1)C=1C=NC(=NC1)C1=NC=CC=N1 trans-5-(2-(3-Methoxy-5-(trifluoromethoxy)phenyl)cyclopropyl)-2,2'-bipyrimidine